NC1=C(C=NC(=C1)Br)/C=C/C(=O)OCC ethyl (E)-3-(4-amino-6-bromopyridin-3-yl)acrylate